methylene(cyclopentadienyl)(2,7-di-tert-butylfluorenyl)zirconium dichloride [Cl-].[Cl-].C=[Zr+2](C1=C(C=CC=2C3=CC=C(C=C3CC12)C(C)(C)C)C(C)(C)C)C1C=CC=C1